2,4,6-trimethylphenylboric acid CC1=C(C(=CC(=C1)C)C)OB(O)O